(2S,4S)-4-(2-(1H-pyrazol-4-yl)acetamido)-1-(2-methylbenzofuro[3,2-d]pyrimidin-4-yl)pyrrolidine-2-carboxylic acid N1N=CC(=C1)CC(=O)N[C@H]1C[C@H](N(C1)C=1C2=C(N=C(N1)C)C1=C(O2)C=CC=C1)C(=O)O